4-[7-(2-fluoro-3-methyl-phenyl)-3-hydroxy-quinolin-2-yl]-4-oxo-butyric acid ethyl ester C(C)OC(CCC(=O)C1=NC2=CC(=CC=C2C=C1O)C1=C(C(=CC=C1)C)F)=O